7-[(S)-1-acryloyl-3-(3-chloro-2-tolyl)-3-pyrrolidinylamino]-1-methyl-2(1H)-quinolinone C(C=C)(=O)N1C[C@](CC1)(C1=C(C=CC=C1Cl)C)NC1=CC=C2C=CC(N(C2=C1)C)=O